C(C)(C)(C)OC(=O)[C@](N)(CCCCNC(=O)OC(C)(C)C)C(=O)O 2,N6-bis(t-butoxycarbonyl)-L-lysine